(2R,3S,4R)-pentane-1,2,3,4,5-pentol C([C@H](C([C@@H](CO)O)O)O)O